6-methyl-N-(3-(3-(pyridin-3-yl)phenyl)propyl)nicotinamide CC1=NC=C(C(=O)NCCCC2=CC(=CC=C2)C=2C=NC=CC2)C=C1